chromium iron-silicon-chromium [Cr].[Si].[Fe].[Cr]